5-methyl-1-(tetrahydro-2H-pyran-2-yl)-6-(2-(2-(trifluoromethyl)pyridin-4-yl)-2,6-diazaspiro[3.4]octan-6-yl)-1,5-dihydro-4H-pyrazolo[3,4-d]pyrimidin-4-one CN1C(=NC2=C(C1=O)C=NN2C2OCCCC2)N2CC1(CN(C1)C1=CC(=NC=C1)C(F)(F)F)CC2